(9H-fluoren-9-yl)methyl (3-((2-(2-(2-((7-nitrobenzo[c][1,2,5]oxadiazol-4-yl)amino)ethoxy)ethoxy)ethyl)carbamoyl)pentan-3-yl)carbamate [N+](=O)([O-])C1=CC=C(C=2C1=NON2)NCCOCCOCCNC(=O)C(CC)(CC)NC(OCC2C1=CC=CC=C1C=1C=CC=CC21)=O